N-(5-((R)-2-(2,5-difluorophenyl)-pyrrolidin-1-yl)-pyrazolo[1,5-a]pyrimidin-3-yl)-3-hydroxypyrrolidine-1-carboxamide hydrogen sulfate S(=O)(=O)(O)O.FC1=C(C=C(C=C1)F)[C@@H]1N(CCC1)C1=NC=2N(C=C1)N=CC2NC(=O)N2CC(CC2)O